3-fluoro-4-[[4-methyl-5-(5-methylthiazol-2-yl)oxy-3-pyridyl]methyl]pyridin-2-amine FC=1C(=NC=CC1CC=1C=NC=C(C1C)OC=1SC(=CN1)C)N